ClC1=C(CN[C@@H](CCOCCCCC2=NC=3NCCCC3C=C2)C(=O)O)C(=CN=C1)Cl N-(3,5-dichloroisonicotinyl)-O-(4-(5,6,7,8-tetrahydro-1,8-naphthyridin-2-yl)butyl)homoserine